[C@H]12[C@H](NC[C@@H]2C1)C(=O)N1CCC(CC1)C(=O)C1=C(N(C2=CN=CC=C21)C2=C(C(=O)N(C(C)C)C(C)C)C=C(C=C2)F)C 2-(3-(1-((1S,2S,5R)-3-Azabicyclo[3.1.0]-hexane-2-carbonyl)-piperidine-4-carbonyl)-2-methyl-1H-pyrrolo[2,3-c]pyridin-1-yl)-5-fluoro-N,N-diisopropylbenzamide